OC=1C(=C(C=CC1)\C=C\C(=O)C1=CC=CC=C1)O 3,2-dihydroxychalcone